C(CC(O)(C(=O)O)CC(=O)O)(=O)O.FC=1C=CC=C2CCO[C@H](C12)CNC (R)-1-(8-fluoroisochroman-1-yl)-N-methylmethanamine citric acid salt